(R)-5-(4-(4-fluoropyrazolo[1,5-a]pyridin-2-yl)-1,4,6,7-tetrahydro-5H-imidazo[4,5-c]pyridin-5-yl)-N,N-dimethylpyrazine-2-carboxamide FC=1C=2N(C=CC1)N=C(C2)[C@@H]2N(CCC1=C2N=CN1)C=1N=CC(=NC1)C(=O)N(C)C